N1CC(C1)OCC1=C(C=C(C=C1)NC(CC1=C(C=CC=C1)Cl)=O)S(N)(=O)=O N-(4-((azetidin-3-yloxy)methyl)-3-sulfamoylphenyl)-2-(2-chlorophenyl)acetamide